(E)-2-phenyl-1-(p-tolylimino)-5-(trifluoromethyl)-1H-indene-3-carbaldehyde C1(=CC=CC=C1)C=1/C(/C2=CC=C(C=C2C1C=O)C(F)(F)F)=N/C1=CC=C(C=C1)C